8-((5-(4-(5-fluoropyrimidin-2-yl)piperazin-1-yl)-5-oxopentyl)amino)-2-methylquinazolin-4(3H)-one FC=1C=NC(=NC1)N1CCN(CC1)C(CCCCNC=1C=CC=C2C(NC(=NC12)C)=O)=O